C(CCCCCCC\C=C/C\C=C/CCCCC)C(CC[NH-])CCCCCCCC\C=C/C\C=C/CCCCC dilinoleylpropylamide